N1(CCCCC1)NCCCC(CCCC(CCCCC(CCCC(CCC)C)C)C)C 1-[piperidinylamino](2E,4E,6E,8E,10E,12E,14E,16Z,18E)-4,8,13,17-tetramethyleicosane